ClC1=CC=C(C2=C1C=C(O2)F)COC2=CC=CC(=N2)C2=CCCCC2 4-(6-((4-chloro-2-fluorobenzofuran-7-yl)methoxy)pyridin-2-yl)cyclohex-3-en